ClC1=CC=C2C(=CC(=NC2=C1Cl)N[C@@H](CCSC)C(=O)OCC)N1C=NC=C1 Ethyl (7,8-dichloro-4-(1H-imidazol-1-yl)quinolin-2-yl)methioninate